2-(4-((3-(4-fluorophenyl)-5,5-dimethyl-2-oxoimidazolin-1-yl)methyl)-2,6-dimethylphenoxy)-2-methylpropionic acid ethyl ester C(C)OC(C(C)(C)OC1=C(C=C(C=C1C)CN1C(N(CC1(C)C)C1=CC=C(C=C1)F)=O)C)=O